Cl.NC=1C=CC2=C(NC(=N2)C(F)(F)F)C1C(=O)NC1C(NC(CC1)=O)=O 6-amino-N-(2,6-dioxopiperidin-3-yl)-2-(trifluoromethyl)-1H-1,3-benzodiazole-7-carboxamide hydrochloride